1H-pyrazolo[3,4-b]pyridine-3-carbonitrile N1N=C(C=2C1=NC=CC2)C#N